N-((2-chlorooxazol-5-yl)methyl)-2-methylpropane-2-sulfinamide ClC=1OC(=CN1)CNS(=O)C(C)(C)C